methyl-2-[3,5-dibromo-2-({[3-bromo-1-(3-chloropyridin-2-yl)-1H-pyrazol-5-yl]-carbonyl}amino)benzoyl]-1,2-dimethylhydrazinecarboxylate COC(=O)N(N(C)C(C1=C(C(=CC(=C1)Br)Br)NC(=O)C1=CC(=NN1C1=NC=CC=C1Cl)Br)=O)C